SC1=CC=C(C=C1)C(C)=O 1-(4-mercaptophenyl)ethan-1-one